tert-butyl N-[[4-[6-(hydroxymethyl)pyrrolo[2,1-f][1,2,4]triazin-4-yl]-2-methyl-phenyl]methyl]carbamate OCC=1C=C2C(=NC=NN2C1)C1=CC(=C(C=C1)CNC(OC(C)(C)C)=O)C